N-ethyl-N-(3-(4-fluorophenyl)oxetan-3-yl)-2-isobutyryl-1,2,3,4-tetrahydroisoquinoline-7-sulfonamide C(C)N(S(=O)(=O)C1=CC=C2CCN(CC2=C1)C(C(C)C)=O)C1(COC1)C1=CC=C(C=C1)F